C(CCCCCCCCCCCCCCCCCCCCCCCCC(=O)N)CCCCCCCCCCCCCCCCCCCCCCCC(=O)N ethylenebis-lignoceric acid amide